C(CCC)OP(O)(=O)CCCC(C#N)N (3-amino-3-cyano-propyl)-methyl-phosphonic acid n-butyl ester